phenyl-(diphenylpyrimidineyl)indolocarbazole C1(=CC=CC=C1)C=1C(=C2C(=CC1)N=C1C=CC3=C4C=CC=CC4=NC3=C12)C1=NC(=CC(=N1)C1=CC=CC=C1)C1=CC=CC=C1